C(C)OC=1C(=NC(=C(C1)N1[C@@H](CN(CC1)C(=O)C12CC(C1)(C2)C(F)(F)F)CC)C(=O)N[C@H]2CN(CC2)C)C=2C=NC=CC2 ethoxy-5-[(2R)-2-ethyl-4-[3-(trifluoromethyl)bicyclo[1.1.1]pentane-1-carbonyl]piperazin-1-yl]-N-[(3R)-1-methylpyrrolidin-3-yl]-[2,3'-bipyridine]-6-carboxamide